3-((4-(1-((1-(4-(2,6-dioxopiperidin-3-yl)phenyl)piperidin-4-yl)methyl)piperidin-4-yl)phenyl)amino)-5-(piperidin-1-yl)pyrazine-2-carboxamide O=C1NC(CCC1C1=CC=C(C=C1)N1CCC(CC1)CN1CCC(CC1)C1=CC=C(C=C1)NC=1C(=NC=C(N1)N1CCCCC1)C(=O)N)=O